tert-butyl (1-methyl-4-((5,6,7,8-tetrahydronaphthalen-2-yl)amino)cyclohexyl)carbamate CC1(CCC(CC1)NC1=CC=2CCCCC2C=C1)NC(OC(C)(C)C)=O